2-morpholinoethyl-6-(1H-pyrazol-4-yl)quinoline-3-carboxamide O1CCN(CC1)CCC1=NC2=CC=C(C=C2C=C1C(=O)N)C=1C=NNC1